1-((3S,5S,8R,9S,10R,13R,14S,17R)-5,14-dihydroxy-10,13-dimethyl-17-(2-oxo-2H-pyran-5-yl)hexadecahydro-1H-cyclopenta[a]phenanthren-3-yl)-3-(2-(3-oxopiperazin-1-yl)ethyl)urea O[C@]12C[C@H](CC[C@@]2([C@H]2CC[C@@]3([C@H](CC[C@@]3([C@@H]2CC1)O)C=1C=CC(OC1)=O)C)C)NC(=O)NCCN1CC(NCC1)=O